C(C1=CC=CC=C1)OC(CCC=C)(C(F)(F)F)C=1OC(=NN1)C1=NC(=C(C=C1Cl)C(F)(F)F)Cl 2-[1-Benzyloxy-1-(trifluoromethyl)pent-4-enyl]-5-[3,6-dichloro-5-(trifluoromethyl)-2-pyridyl]-1,3,4-oxadiazole